N1CCC(CC1)CN[C@H]1[C@@H](C1)C=1C=C2CCN(C2=CC1)C(C)=O trans-1-(5-(2-(piperidin-4-ylmethyl-amino)cyclopropyl)indolin-1-yl)ethanone